4-bromo-1-(4-methoxybenzyl)-6-methyl-1H-pyrazolo[3,4-b]pyridine BrC1=C2C(=NC(=C1)C)N(N=C2)CC2=CC=C(C=C2)OC